(2S)-1-(5-Chloro-4-((3-(2,3-dihydrobenzo[b][1,4]dioxin-6-yl)-2-methylbenzyl)oxy)-2-(morpholin-2-ylmethoxy)benzyl)piperidine-2-carboxylic acid acetic acid salt C(C)(=O)O.ClC=1C(=CC(=C(CN2[C@@H](CCCC2)C(=O)O)C1)OCC1CNCCO1)OCC1=C(C(=CC=C1)C1=CC2=C(OCCO2)C=C1)C